3-oxopyridazine-4-carboxamide O=C1NN=CC=C1C(=O)N